COC1=C(C=CC=C1)C#CC1N(CCC2=CC=CC=C12)C1=CC=CC=C1 1-((2-methoxyphenyl)ethynyl)-2-phenyl-1,2,3,4-tetrahydroisoquinoline